C1(=CC=CC=C1)COCCCOCCOCCOCC 1-phenyl-2,6,9,12-tetraoxatetradecan